FCC(CF)N1N=NC2=C1C=C(C=C2)C=2C(=CN1N=C(N=C(C12)OC)N[C@H]1C(CN(CC1)C(CO)=O)(F)F)F (R)-1-(4-((5-(1-(1,3-difluoropropan-2-yl)-1H-benzo[d][1,2,3]triazol-6-yl)-6-fluoro-4-methoxypyrrolo[2,1-f][1,2,4]triazin-2-yl)amino)-3,3-difluoropiperidin-1-yl)-2-hydroxyethan-1-one